C(C)(C)(C)OC(=O)N1[C@H](CNC[C@@H]1C)C.BrCC(=O)C=1C(=NN(C1)CC1=CC=C(C=C1)OC)OC 2-bromo-1-(3-methoxy-1-(4-methoxybenzyl)-1H-pyrazol-4-yl)ethanone tert-butyl-(2S,6S)-2,6-dimethylpiperazine-1-carboxylate